3-((5-cyano-3-methylpyridin-2-yl)amino)-1H-pyrazol C(#N)C=1C=C(C(=NC1)NC1=NNC=C1)C